2-{[(5-cyclopropyl-6-fluoropyridin-2-yl)(phenyl)methyl]carbamoyl}cyclopentane-1-carboxylic acid C1(CC1)C=1C=CC(=NC1F)C(C1=CC=CC=C1)NC(=O)C1C(CCC1)C(=O)O